ClC1=C(C(=CC=C1)F)C1N(CCC1)C=1N=CC(=NC1)C(=O)N[C@H](C)\C=C\S(=O)(=O)C 5-(2-(2-chloro-6-fluorophenyl)pyrrolidin-1-yl)-N-((R,E)-4-(methylsulfonyl)but-3-en-2-yl)pyrazine-2-carboxamide